C(#N)C=1C=C(C=CC1)N1N=C(C=C1)[C@H](C(=O)NC1=CC(=NN1)C1CC1)C (R)-2-(1-(3-cyanophenyl)-1H-pyrazol-3-yl)-N-(3-cyclopropyl-1H-pyrazol-5-yl)propanamide